ClC(OC1=CC=C(C=C1)NC(=O)C1=CC2=C(N(C=N2)C2=CS(C2)(=O)=O)C(=C1)C=1C=NC=NC1)(F)F N-(4-(chlorodifluoromethoxy)phenyl)-1-(1,1-dioxothietin-3-yl)-7-(pyrimidin-5-yl)-1H-benzo[d]imidazole-5-carboxamide